C(CCCCCCC=C)[Si](Cl)(Cl)Cl 8-nonenyl-trichlorosilane